ClC=1C=CC2=C(N=C(O2)C2CC3(CC(C3)NC(=O)C=3OC(=CC3)S(=O)(=O)CC3CC3)C2)C1 N-[6-(5-chloro-1,3-benzoxazol-2-yl)spiro[3.3]heptan-2-yl]-5-(cyclopropylmethylsulfonyl)furan-2-carboxamide